BrC1=NN=C2N1C1=CC=CC=C1C(=N2)N2CCCC1=CC=CC=C21 bromo-5-(3,4-dihydro-quinolin-1(2H)-yl)-[1,2,4]triazolo[4,3-a]quinazoline